(S)-6-ethyl-N-((S)-1-(5-(2-ethyl-7-methoxy-1-oxo-1,2-dihydroisoquinolin-6-yl)oxazol-2-yl)-7-oxononyl)-6-azaspiro[2.5]octane-1-carboxamide C(C)N1CCC2(C[C@@H]2C(=O)N[C@@H](CCCCCC(CC)=O)C=2OC(=CN2)C=2C=C3C=CN(C(C3=CC2OC)=O)CC)CC1